3-[4-(2-carbamoyl-4,4-difluoro-1-piperidinyl)phenyl]azetidine-1-carboxylic acid tert-butyl ester C(C)(C)(C)OC(=O)N1CC(C1)C1=CC=C(C=C1)N1C(CC(CC1)(F)F)C(N)=O